(R)-N-((S)-1'-(5-(cyclopentylsulfanyl)-6-methylpyrazin-2-yl)-1,3-dihydrospiro[indene-2,4'-piperidine]-1-yl)-2-methylpropan-2-sulfinamide C1(CCCC1)SC=1N=CC(=NC1C)N1CCC2(CC1)[C@@H](C1=CC=CC=C1C2)N[S@](=O)C(C)(C)C